[C@H]12CC(C[C@H](CC1)N2)N(C(C2=CC(=C(C=C2)C2C(C2)N2N=C(C=1N=C(N=CC12)C)C)Cl)=O)C N-((1R,3s,5S)-8-azabicyclo[3.2.1]oct-3-yl)-3-chloro-4-(2-(3,5-dimethyl-1H-pyrazolo[4,3-d]pyrimidin-1-yl)cyclopropyl)-N-methylbenzamide